1-(5-tert-butyl-isoxazol-3-yl)-3-(4-pyrrolo[2,3-b]pyridin-1-yl-phenyl)-urea C(C)(C)(C)C1=CC(=NO1)NC(=O)NC1=CC=C(C=C1)N1C=CC=2C1=NC=CC2